(R)-6-(2'-Methoxy-4'-methyl-3,4,5,6-tetrahydro-2H-[1,3']bipyridinyl-4-yl)-2,7-dimethyl-4-(2-trifluoromethyl-benzyl)-2,4,6,7-tetrahydro-pyrazolo[4,3-d]pyrimidin-5-on COC1=NC=CC(=C1N1CCC(CC1)N1C(N(C=2C([C@H]1C)=NN(C2)C)CC2=C(C=CC=C2)C(F)(F)F)=O)C